C[C@@]12OO[C@]34[C@@H](CC1)[C@@H](CC[C@H]3[C@H]([C@@H](O[C@@H]4O2)C(=O)NCC2=NC=CC=C2)C)C (3R,5aS,6R,8aS,9R,10R,12R,12aR)-3,6,9-trimethyl-N-[(pyridin-2-yl)methyl]decahydro-12H-3,12-epoxypyrano[4,3-j][1,2]benzodioxepin-10-carboxamide